tert-butyl (cis-4-((8-bromo-4-((4-(pyridin-2-yl)benzyl)amino)pyrazolo[1,5-a][1,3,5]triazin-2-yl)amino)cyclohexyl)carbamate BrC=1C=NN2C1N=C(N=C2NCC2=CC=C(C=C2)C2=NC=CC=C2)N[C@H]2CC[C@H](CC2)NC(OC(C)(C)C)=O